C(CCCCCCC\C=C/CCCC)CS(=O)(=O)[O-] (Z)-Tetradec-9-en-1-ylmethanesulfonate